ClC1=C(C=CC=C1)SCC(=O)N1[C@@H](CCC1)C1=NC(C(=C2N1CCN(C2=O)CCS(=O)(=O)C=2SC=CC2)O)=O (S)-6-(1-(2-((2-chlorophenyl)thio)acetyl)pyrrolidin-2-yl)-9-hydroxy-2-(2-(thiophen-2-ylsulfonyl)ethyl)-3,4-dihydro-2H-pyrazino[1,2-c]pyrimidine-1,8-dione